4-fluoro-5-[1-(2H3)methyl-1H-pyrazol-4-yl]-2-{3-[(3S)-3-(propan-2-yl)piperazin-1-yl]-1,2,4-triazin-6-yl}phenol formate C(=O)OC1=C(C=C(C(=C1)C=1C=NN(C1)C([2H])([2H])[2H])F)C1=CN=C(N=N1)N1C[C@@H](NCC1)C(C)C